(1r,3r)-3-(cyanoamino)-N-{2-[(1S)-2,2-dimethylcyclohexyl]-1,3-thiazol-5-yl}cyclobutane-1-carboxamide C(#N)NC1CC(C1)C(=O)NC1=CN=C(S1)[C@@H]1C(CCCC1)(C)C